decalin-1-carboxylic acid C1(CCCC2CCCCC12)C(=O)O